BrC=1C=C2C(=NC=NN2C1)N1CC(CC1)OCCN1CCC(CC1)(F)F 6-Bromo-4-[3-[2-(4,4-difluoro-1-piperidyl)ethoxy]pyrrolidin-1-yl]pyrrolo[2,1-f][1,2,4]triazine